[Si](C)(C)(C(C)(C)C)OCC=1C=C2CN(CC2=CC1)C=1C=CC(=NC1)N 5-[5-[[tert-butyl(dimethyl)silyl]oxymethyl]isoindolin-2-yl]pyridin-2-amine